F[C@H]1C[C@H](N(C1)C(CN1C[C@@H](CC1)NC1=C2C=C(C=NC2=CC=C1)C)=O)C#N (2S,4S)-4-fluoro-1-[2-[(3R)-3-[(3-methyl-5-quinolinyl)amino]pyrrolidin-1-yl]acetyl]pyrrolidine-2-carbonitrile